SC1CSCC1S 3,4-dimercaptotetrahydrothiophene